5-((1-(tert-butoxycarbonyl)piperidin-4-yl)amino)-2-methylbenzoic acid C(C)(C)(C)OC(=O)N1CCC(CC1)NC=1C=CC(=C(C(=O)O)C1)C